5-fluoro-3-phenyl-2-[(1S)-1-(7H-purin-6-ylamino)propyl]quinazolin-4-one 2-azabicyclo[2.1.1]hexane-2-carboxylate C12N(CC(C1)C2)C(=O)O.FC2=C1C(N(C(=NC1=CC=C2)[C@H](CC)NC2=C1NC=NC1=NC=N2)C2=CC=CC=C2)=O